C(C)(C)(C)OC(=O)N1[C@@H](C[C@H](C1)C(C)C)C(=O)O (2S,4S)-1-(tert-butoxycarbonyl)-4-isopropylpyrrolidine-2-carboxylic acid